(2R)-4-[4-[4-[[3-[4-(difluoromethoxy)phenyl]imidazo[1,2-a]pyrazin-8-yl]amino]-2-methylbenzoyl]piperazine-1-carbonyl]piperazine-2-carboxylic acid FC(OC1=CC=C(C=C1)C1=CN=C2N1C=CN=C2NC2=CC(=C(C(=O)N1CCN(CC1)C(=O)N1C[C@@H](NCC1)C(=O)O)C=C2)C)F